O[C@@H]1C[C@H](N(C1)C([C@H](C(C)(C)C)NC(C(=O)O)CCCCCCCC=O)=O)C(N[C@@H](C)C1=CC=C(C=C1)C1=C(N=CS1)C)=O (((S)-1-((2S,4R)-4-hydroxy-2-(((S)-1-(4-(4-methylthiazol-5-yl)phenyl)ethyl)carbamoyl)pyrrolidin-1-yl)-3,3-dimethyl-1-oxobutan-2-yl)amino)-10-oxodecanoic acid